C(N)(OC1CC(N(CC1)C1=NC=C(C(=C1C#N)C1=CC(=C(C=C1)C#N)F)Br)C(C)(C)C)=O (tert-butyl 1-(5-bromo-3-cyano-4-(4-cyano-3-fluorophenyl) pyridin-2-yl) piperidin-4-yl) carbamate